di(2,6-di-tert-butyl-4-tolyl)pentaerythritol diphosphite OP(O)OP(O)O.C(C)(C)(C)C1=C(C(=CC(=C1)C(O)(C(CO)(CO)CO)C1=CC(=C(C(=C1)C(C)(C)C)C)C(C)(C)C)C(C)(C)C)C